4-nitrophenyl cyclopropylcarbamate C1(CC1)NC(OC1=CC=C(C=C1)[N+](=O)[O-])=O